C(CC)O[Ti](OCCC)(OCCC)OCCC.[Ti] titanium tetra(n-propoxy)titanium